FC(C(=O)O)(F)F.ClC=1C(=C(C(=CC1N1C[C@H]2CN(C[C@@H]2C1)C)F)S(=O)(=O)N(C1=NC(=CC=C1)F)CC1=C(C=C(C=C1)OC)OC)F 3-chloro-N-(2,4-dimethoxybenzyl)-2,6-difluoro-N-(6-fluoropyridin-2-yl)-4-((3aR,6aR)-5-methylhexahydropyrrolo[3,4-c]pyrrol-2(1H)-yl)benzenesulfonamide trifluoroacetic acid salt